COC=1C=C(C=CC1OC)C1OC2(OC1)CC(CCC2)O (3,4-dimethoxyphenyl)-1,4-dioxaspiro[4.5]decan-7-ol